4-{1-{2-[(4-Bromophenyl)amino]-2-oxoethyl}-1H-benzimidazol-2-yl}-N-(3-methoxyphenyl)benzamide BrC1=CC=C(C=C1)NC(CN1C(=NC2=C1C=CC=C2)C2=CC=C(C(=O)NC1=CC(=CC=C1)OC)C=C2)=O